[Si].I[SiH3] monoiodosilane silicon